3-(sec-butyl)-4-(cyclopentylmethyl)-1,3,4,5-tetrahydro-2H-benzo[1,4]diazepin-2-one C(C)(CC)C1C(NC2=C(CN1CC1CCCC1)C=CC=C2)=O